C(=O)(OCC1C2=CC=CC=C2C2=CC=CC=C12)N[C@@H](CCCC)C(=O)O.[O].[V].[Cu] copper-vanadium oxygen N-Fmoc-L-norleucine